F[Si](N(F)F)(F)F perfluoroaminosilane